8-(4-isobutylpiperazin-1-yl)-N-(4-methoxybenzyl)-N-(1-methylcyclopropyl)imidazo[1,5-a]pyrazine-6-sulfonamide C(C(C)C)N1CCN(CC1)C=1C=2N(C=C(N1)S(=O)(=O)N(C1(CC1)C)CC1=CC=C(C=C1)OC)C=NC2